C12(CC3CC(CC(C1)C3)C2)C(C(=O)O)C(=O)O adamantanemalonic acid